FC(C)(F)C=1C(=C(C=CC1)[C@@H](C)NC1=NC(=NC2=CC=C(C=C12)N(C=1C=CC(=C(C1)CC(=O)N(C)C)OC)C)C)F (R)-2-(5-((4-((1-(3-(1,1-difluoroethyl)-2-fluorophenyl)ethyl)amino)-2-methylquinazolin-6-yl)(methyl)amino)-2-methoxyphenyl)-N,N-dimethylacetamide